2-[4-[[(3,4-dimethylpyrimido[4',5':4,5]thieno[2,3-c]pyridazin-8-yl)amino]methyl]-2-fluoro-phenyl]propan-2-ol dimethyl-1,5,2,4-dioxadithiepane-6,7-dicarboxylate CC1(SOC(C(OS1)C(=O)O)C(=O)O)C.CC1=C(C2=C(N=N1)SC1=C2N=CN=C1NCC1=CC(=C(C=C1)C(C)(C)O)F)C